methyl 2-[(3aR,6R,6aR)-4-acetoxy-2,2-dimethyl-3a,4,6,6a-tetrahydrofuro[3,4-d][1,3]dioxol-6-yl]acetate C(C)(=O)OC1O[C@@H]([C@H]2OC(O[C@H]21)(C)C)CC(=O)OC